N-(2-(3,3-Difluorocyclopentyl)ethyl)-4-(4-ethylpiperazin-1-yl)-1H-benzo[d]imidazole-1-carboxamide FC1(CC(CC1)CCNC(=O)N1C=NC2=C1C=CC=C2N2CCN(CC2)CC)F